3-(1-methyl-6-(3-(piperazin-1-yl)piperidin-1-yl)-1H-indazol-3-yl)piperidine-2,6-dione 3-(5-(4-(piperidin-4-ylmethyl)piperazin-1-yl)pyridin-3-yl)piperidine-2,6-dionecarboxylate N1CCC(CC1)CN1CCN(CC1)C=1C=C(C=NC1)C1C(N(C(CC1)=O)C(=O)O)=O.CN1N=C(C2=CC=C(C=C12)N1CC(CCC1)N1CCNCC1)C1C(NC(CC1)=O)=O